FC(OC1=C(C(=O)NCC2=NN3C(=NC=4C=CC=CC4C3=N2)N(C)C)C=CC=C1)F 2-(difluoromethoxy)-N-((5-(dimethylamino)-[1,2,4]triazolo[1,5-c]quinazolin-2-yl)methyl)benzamide